N-(1-(4-aminopyrimidin-2-yl)ethyl)-N-(3-chloro-4-methoxyphenyl)propiolamide NC1=NC(=NC=C1)C(C)N(C(C#C)=O)C1=CC(=C(C=C1)OC)Cl